9-(4-bromopyridin-2-yl)-2-methoxy-9H-carbazole BrC1=CC(=NC=C1)N1C2=CC=CC=C2C=2C=CC(=CC12)OC